aminobutyl-(methyl)diethoxysilane NCCCC[Si](OCC)(OCC)C